ClC1=CC=C(C=C1)C(C(=O)O)OC1=CC(=CC(=C1)OC)OC 2-(4-chlorophenyl)-2-(3,5-dimethoxyphenoxy)acetic acid